4-(4-(diphenylamino)phenyl)-N-(4-methoxybenzyl)phthalazin-1-amine C1(=CC=CC=C1)N(C1=CC=C(C=C1)C1=NN=C(C2=CC=CC=C12)NCC1=CC=C(C=C1)OC)C1=CC=CC=C1